tris(p-t-butylphenyl)sulfonium-trifluoromethanesulfonic acid salt FC(S(=O)(=O)[O-])(F)F.C(C)(C)(C)C1=CC=C(C=C1)[S+](C1=CC=C(C=C1)C(C)(C)C)C1=CC=C(C=C1)C(C)(C)C